1-(3-(7-fluoro-2,3-dihydrobenzofuran-5-yl)-6-(3-methoxypropyl)pyrazin-2-yl)-4-methylpiperidine-4-carboxylic acid FC1=CC(=CC=2CCOC21)C=2C(=NC(=CN2)CCCOC)N2CCC(CC2)(C(=O)O)C